N-methyl-N-(2-methyl-1-(4-(tri-fluoromethyl)phenyl)-1H-indol-5-yl)acryl-amide CN(C(C=C)=O)C=1C=C2C=C(N(C2=CC1)C1=CC=C(C=C1)C(F)(F)F)C